BrC=1C=CC2=C(C(C3=C(SC2)C=C(C(=C3)OC)OC)=O)C1 9-Bromo-2,3-dimethoxydibenzo[b,e]thiepin-11(6H)-one